1-((1S,4S)-5-(4-((5-Chloro-2-fluoro-4-((tetrahydrofuran-3-yl)methoxy)phenyl)amino)pyrido[3,2-d]pyrimidin-6-yl)-2,5-diazabicyclo[2.2.1]heptan-2-yl)prop-2-en-1-one ClC=1C(=CC(=C(C1)NC=1C2=C(N=CN1)C=CC(=N2)N2[C@@H]1CN([C@H](C2)C1)C(C=C)=O)F)OCC1COCC1